1-(2-methoxyethyl)-3-({[(2-methylpyridin-4-yl)methyl][(3S)-1-(6-Nitropyridin-3-yl)piperidin-3-yl]Amino}methyl)-1,4-dihydroquinolin-4-one COCCN1C=C(C(C2=CC=CC=C12)=O)CN([C@@H]1CN(CCC1)C=1C=NC(=CC1)[N+](=O)[O-])CC1=CC(=NC=C1)C